Pyrrolizine C1C=CN2C=CC=C12